N(=[N+]=[N-])CCOCCOCCOCC(=O)N[C@H](C(=O)N[C@H](C(=O)NC1=CC=C(C=C1)CO)CCCNC(=O)N)C(C)C (2S)-2-[[(2S)-2-[[2-[2-[2-(2-azidoethoxy)ethoxy]ethoxy]acetyl]amino]-3-methyl-butanoyl]amino]-N-[4-(hydroxymethyl)phenyl]-5-ureido-pentanamide